CC(C)CCCC(CCCCCCCCCCCCCCCCCCCCCC)C 2,6-Dimethyloctacosane